8-benzyl-2-(4-(benzyloxy)benzyl)-6-(4-hydroxyphenyl)imidazo[1,2-a]pyrazin-3(7H)-one C(C1=CC=CC=C1)C1=C2N(C=C(N1)C1=CC=C(C=C1)O)C(C(=N2)CC2=CC=C(C=C2)OCC2=CC=CC=C2)=O